FC1=C(C=CC=C1)C1=CN=C(N1)[C@](C)(CC=C)NC(OC(C)(C)C)=O (S)-tert-butyl (2-(5-(2-fluorophenyl)-1H-imidazol-2-yl)pent-4-en-2-yl)carbamate